(S,E)-14-(3-oxo-1-propen-1-yl)-7-ethyl-7-hydroxy-10,13-dihydro-11H-[1,3]dioxolo[4,5-g]pyrano[3',4':6,7]indolizino[1,2-b]quinoline-8,11(7H)-dione O=C/C=C/C1=C2C(=NC=3C=C4C(=CC13)OCO4)C4=CC1=C(C(N4C2)=O)COC([C@]1(O)CC)=O